1-(Difluoromethyl)-3-nitro-pyrazole FC(N1N=C(C=C1)[N+](=O)[O-])F